C1=CC=C2C(=C1)C(=O)N(C2=O)CO The molecule is a primary alcohol comprising phthalimide carrying an N-hydroxymethyl substituent. It is a primary alcohol and a member of phthalimides. It derives from a phthalimide.